COC1=NC(=CC(=C1)C=1N=C(SC1)NC1=CC(=C(C=C1)S(=O)(=O)C)F)OC 4-(2,6-Dimethoxypyridin-4-yl)-N-(3-fluoro-4-(methylsulfonyl)phenyl)thiazol-2-amine